C1=CC=CC=2C3=CC=CC=C3C(C12)CC1C(CC2=CC=CC=C12)O ((9-fluorenyl)-methyl)-2-indanol